rac-6-methoxy-N-(1-methyl-2-oxo-1,2-dihydropyridin-3-yl)-2-((1r,2s,4r)-2-methyl-4-(N-methylacetamido)cyclohexyl)-2H-indazole-5-carboxamide COC=1C(=CC2=CN(N=C2C1)[C@H]1[C@H](C[C@@H](CC1)N(C(C)=O)C)C)C(=O)NC=1C(N(C=CC1)C)=O |r|